C(C)OC(C(C1=C2N(C=N1)C[C@@H](C2)F)N2N=C1C(=C(C=C(C1=C2)C)C2=CC=C(C=C2)[C@@H]2[C@H](CN(CC2)CC)F)C)=O 6-(4-((3R,4R)-1-ethyl-3-fluoropiperidin-4-yl)phenyl)-4,7-dimethyl-2H-indazol-2-yl-2-((R)-6-fluoro-6,7-dihydro-5H-pyrrolo[1,2-c]Imidazol-1-yl)acetic acid ethyl ester